t-butyl-(dimethyl)[(2E)-2,4-pentadienoxy]silane C(C)(C)(C)[Si](OC\C=C\C=C)(C)C